2-({3-chloro-7H-pyrrolo[2,3-c]pyridazin-7-yl}methyl)-1-methylpyrrolidine ClC1=CC2=C(N=N1)N(C=C2)CC2N(CCC2)C